iron-copper-zinc oxide [O-2].[Zn+2].[Cu+2].[Fe+2].[O-2].[O-2]